C(CC)O[Si](OCCC)(OCCC)OCCC tetrapropoxy-silane